(6Z,9Z,12Z,15Z)-19-ethyloxacyclononadeca-6,9,12,15-tetraen-2-one C(C)C1CC\C=C/C\C=C/C\C=C/C\C=C/CCCC(O1)=O